O=C1N(C(CC1)=O)C(C(=O)O)OCC(=O)NC(CO)(CO)CO.C(C)NC(=O)C=1N=C(OC1C1=C(C=CC=C1)OC)C1=CC=C(C=C1)C(F)(F)F n-ethyl-5-(2-methoxyphenyl)-2-(4-(trifluoromethyl)phenyl)Oxazole-4-carboxamide 2,5-dioxopyrrolidin-1-yl-2-(2-((1,3-dihydroxy-2-(hydroxymethyl)propan-2-yl)amino)-2-oxoethoxy)acetate